CN(C(OC(C)(C)C)=O)CCOCCOCCOCCOCCOCCOCCNS(=O)(=O)C1=CC=C(C=C1)NC(C(F)(F)F)=O tert-butyl N-methyl-N-[2-[2-[2-[2-[2-[2-[2-[[4-[(2,2,2-trifluoroacetyl)amino]-phenyl]sulfonylamino]ethoxy]ethoxy]ethoxy]ethoxy]ethoxy]ethoxy]ethyl]carbamate